C1(CC1)N1N=C2C(=CC=C(C2=C1)C1=CC=NC=C1)OCC 2-cyclopropyl-7-ethoxy-4-(pyridin-4-yl)-2H-indazole